O[C@@H]1[C@H](O[C@H]([C@@H]([C@H]1O)O)O)C(=O)O (2S,3S,4S,5R,6R)-3,4,5,6-tetrahydroxyoxacyclohexane-2-carboxylic acid